6-[[5-fluoro-3-(2,2,2-trifluoroethoxy)-2-pyridyl]oxy]-N-(3-methyl-1,1-dioxo-thietan-3-yl)imidazo[1,2-a]pyridine-2-carboxamide FC=1C=C(C(=NC1)OC=1C=CC=2N(C1)C=C(N2)C(=O)NC2(CS(C2)(=O)=O)C)OCC(F)(F)F